1-(1-(6-cyclopropyl-5H-pyrrolo[2,3-b]pyrazin-2-yl)piperidin-4-yl)-1-methyl-3-(1-methyl-2-oxo-5-(trifluoromethyl)-1,2-dihydropyridin-3-yl)urea C1(CC1)C1=CC=2C(=NC=C(N2)N2CCC(CC2)N(C(=O)NC=2C(N(C=C(C2)C(F)(F)F)C)=O)C)N1